C(=CC=CC=CCCCCCCCCC)C1=C(C=CC=C1O)O 2-Pentadeca-1,3,5-trienylbenzene-1,3-diol